COC1=NC=CC(=C1)C1=C(C=C(C=C1)C)NC(=O)N=[S@@](=O)(N)C=1C=NN2C1OCCC2 (S)-N'-((2-(2-methoxypyridin-4-yl)-5-methylphenyl)carbamoyl)-6,7-dihydro-5H-pyrazolo[5,1-b][1,3]oxazine-3-sulfonimidamide